(2-aminocyclopentyl)-methanol NC1C(CCC1)CO